2-benzo-furanylboronic acid O1C(=CC2=C1C=CC=C2)B(O)O